(S,E)-5-(dimethylamino)-3-((3-(3-(2-(4-(dimethylamino)-N-methylbut-2-enamido)propanamido)propoxy)phenyl)amino)-6-ethylpyrazine-2-carboxamide CN(C=1N=C(C(=NC1CC)C(=O)N)NC1=CC(=CC=C1)OCCCNC([C@H](C)N(C(\C=C\CN(C)C)=O)C)=O)C